benzyl 4-((4-(2-(tert-butoxy)-2-oxoethyl)piperidin-1-yl)methyl)piperidine-1-carboxylate C(C)(C)(C)OC(CC1CCN(CC1)CC1CCN(CC1)C(=O)OCC1=CC=CC=C1)=O